NC1=CC(=C(OC2=C3C(=NC=C2)N(N=C3N[C@@H](COC)C)CC3=CC=C(C=C3)OC)C=C1)F (R)-4-(4-amino-2-fluorophenoxy)-1-(4-methoxybenzyl)-N-(1-methoxypropan-2-yl)-1H-pyrazolo[3,4-b]pyridin-3-amine